C1(CCCCC1)C[C@H](C(C)C)NC(=O)[C@@H]1NCC2=CC(=CC=C2C1)F (3R)-N-[(1R)-1-(cyclohexylmethyl)-2-methylpropyl]-7-fluoro-1,2,3,4-tetrahydroisoquinoline-3-carboxamide